2-methyl-N-(2,4,5-trifluorobenzylidene)propane-2-sulfinamide CC(C)(C)S(=O)N=CC1=C(C=C(C(=C1)F)F)F